C(CCCCCCC\C=C/CCCC)(=O)OCCCCCCCCCCCCCCCCCCCCCC(=O)O 22-myristoleoyloxy-docosanoic acid